OC1=CC=C2C3=C(C(OC2=C1)=O)C=C(C=C3)OCCN3CCN(CC3)C 3-hydroxy-8-(2-(4-methylpiperazin-1-yl)ethoxy)-6H-benzo[c]chromen-6-one